O[C@@H](CNCCCCCCCOCCCC=1C=C(C=CC1)S(=O)(=O)N)C1=CC(=C(C=C1)O)CO 3-{[7-({(2R)-2-hydroxy-2-[4-hydroxy-3-(hydroxymethyl)phenyl]ethyl}-amino)heptyl]oxy-propyl}benzenesulfonamide